methyl 3-[(3S)-3-{[(tert-butoxy)carbonyl]amino}1,3-dihydrospiro[indene-2,4'-piperidin]-1'-yl]-6-({3-[(2-ethylhexyl)oxy]-3-oxopropyl}sulfanyl)pyrazine-2-carboxylate C(C)(C)(C)OC(=O)N[C@@H]1C2=CC=CC=C2CC12CCN(CC2)C=2C(=NC(=CN2)SCCC(=O)OCC(CCCC)CC)C(=O)OC